N[C@H]1CN(CC1)C1=C(C=C(C=C1)Cl)C1=NC=NN2C1=CC(=C2)CN2C(C1C(C1C2=O)(C)C)=O 3-((4-(2-((R)-3-aminopyrrolidin-1-yl)-5-chlorophenyl)pyrrolo[2,1-f][1,2,4]triazin-6-yl)methyl)-6,6-dimethyl-3-azabicyclo[3.1.0]hexane-2,4-dione